tert-butyl 4-(2-(7-(cyclopropylmethoxy)-5-fluoro-4-oxo-3,4-dihydroquinazolin-2-yl) ethyl)-[1,4'-bipiperidine]-1'-carboxylate C1(CC1)COC1=CC(=C2C(NC(=NC2=C1)CCC1CCN(CC1)C1CCN(CC1)C(=O)OC(C)(C)C)=O)F